OC1=C(C(=CC2=C1CCO2)C)C2=NN=CC(N2)=O 3-(4-hydroxy-6-methyl-2,3-dihydrobenzofuran-5-yl)-1,2,4-triazin-5-one